C(#N)C=1C=CC2=CN(N=C2C1)C(C1C(C1)C(=O)O)C1=C2C=CNC2=C(C=C1OC)C 2-((6-cyano-2H-indazol-2-yl)(5-methoxy-7-methyl-1H-indol-4-yl)methyl)cyclopropane-1-carboxylic acid